2-(2-(2-isopropylphenyl)-4-neopentylpiperazin-1-yl)-7-azaspiro[3.5]nonane C(C)(C)C1=C(C=CC=C1)C1N(CCN(C1)CC(C)(C)C)C1CC2(C1)CCNCC2